O=S1(CCC(CC1)OC1=CC=C(C=N1)C1=C2CC[C@H](C2=C(C=C1)F)OC1=CC=C(C=C1)[C@H](CC(=O)O)C#CC)=O (S)-3-(4-(((R)-4-(6-((1,1-dioxidotetrahydro-2H-thiopyran-4-yl)oxy)pyridin-3-yl)-7-fluoro-2,3-dihydro-1H-inden-1-yl)oxy)phenyl)hex-4-ynoic acid